4-(2-bromo-4-(2-((2-chloro-4-(trifluoromethyl)phenyl)amino)-2-oxoethyl)-5-ethyl-7-oxo-Tert-butyl 4,7-dihydro-[1,2,4]triazolo[1,5-a]pyrimidin-6-yl)piperazine-1-carboxylate BrC1N(N2C(N(C(=C(C2=O)N2CCN(CC2)C(=O)[O-])CC)CC(=O)NC2=C(C=C(C=C2)C(F)(F)F)Cl)=N1)C(C)(C)C